FC(C(=O)[O-])(F)F.C1(=CC=CC=C1)C=1[NH+]=CNC1 4-(phenyl)imidazolium trifluoroacetate